FC=1C=C(C=C(C1)F)C1=CC=CC(=N1)C[C@@H]1N(CC([C@@H]1NS(=O)(=O)CC)(F)F)C(=O)C1OCC1 |r| N-[(2SR,3RS)-2-{[6-(3,5-difluorophenyl)-pyridin-2-yl]methyl}-4,4-difluoro-1-(oxetane-2-carbonyl)pyrrolidin-3-yl]-ethanesulfonamide